C1CCC2=C(C=3CCCC3C=C12)NC(=O)NS(N(C=1C=NN(C1)C)C[C@H]1OC[C@H](C1)O)(=O)=O 1-(1,2,3,5,6,7-Hexahydro-s-indacen-4-yl)-3-[[(2S,4S)-4-hydroxy-tetrahydrofuran-2-yl]methyl-(1-methylpyrazol-4-yl)sulfamoyl]urea